CN(C1CN(C1)C(=O)O[C@@H]1CC[C@H](CC1)C(N(C[C@@H]1CC[C@H](CC1)C1=NC(=C(C=C1)OC)C)C1=CC(=CC=C1)C=1C=NN(C1)C(C)C)=O)C trans-4-((3-(1-Isopropyl-1H-pyrazol-4-yl)phenyl)((trans-4-(5-methoxy-6-methylpyridin-2-yl)cyclohexyl)methyl) carbamoyl)cyclohexyl 3-(dimethylamino)azetidine-1-carboxylate